3-methyl-valerolactone CC1CC(=O)OCC1